C12CN(CC(CC1)N2)C2=NC(=NC1=C(C(=C(C=C21)Cl)C2=CC(=CC1=CC=CC=C21)O)F)OCC2(CNC2)F 4-(4-(3,8-diazabicyclo[3.2.1]octan-3-yl)-6-chloro-8-fluoro-2-((3-fluoroazetidin-3-yl)methoxy)quinazolin-7-yl)naphthalen-2-ol